1,1,1,3,3,3-Hexafluoropropan-2-yl 2-(3-morpholinobenzyl)-2,7-diazaspiro[3.5]nonane-7-carboxylate O1CCN(CC1)C=1C=C(CN2CC3(C2)CCN(CC3)C(=O)OC(C(F)(F)F)C(F)(F)F)C=CC1